NCCCC(=O)O gammA-Amino-butyric acid